C1(OCCO1)=O.F[P-](F)(F)(F)(F)F hexafluorophosphate-ethylene carbonate